1-(3-hydroxymethylphenyl)-1H-imidazole OCC=1C=C(C=CC1)N1C=NC=C1